CC1=CC=C(C=C1)SN1C(CCC1=O)=O N-(4-Methylphenylthio)succinimide